N-(3-(3-chloro-4-((1S,2S)-2-(4-fluorophenyl)cyclopropyl)-5',6-dimethyl-2-oxo-2H-[1,4'-bipyridin]-2'-yl)-2-fluorophenyl)-3-methyloxetane-3-carboxamide ClC=1C(N(C(=CC1[C@@H]1[C@H](C1)C1=CC=C(C=C1)F)C)C1=CC(=NC=C1C)C=1C(=C(C=CC1)NC(=O)C1(COC1)C)F)=O